N-(1-(3,3-difluorocyclobutyl)-2-oxo-1,2-dihydropyridin-3-yl)-2-((1S,6R)-6-(difluoromethyl)-3-azabicyclo[4.1.0]heptan-3-yl)-4-((2-hydroxyethyl)sulfonamido)benzamide FC1(CC(C1)N1C(C(=CC=C1)NC(C1=C(C=C(C=C1)NS(=O)(=O)CCO)N1C[C@H]2C[C@]2(CC1)C(F)F)=O)=O)F